N-(2-(1H-1,2,4-triazol-1-yl)ethyl)-1-phenyl-9H-carbazol-2-amine N1(N=CN=C1)CCNC1=C(C=2NC3=CC=CC=C3C2C=C1)C1=CC=CC=C1